NC1=NC2=CC(=CC=C2C(=C1)OC(CO)CO)C1=CC=NN1 2-((2-amino-7-(1H-pyrazol-5-yl)quinolin-4-yl)oxy)propane-1,3-diol